N-(2-hydrazino-2-oxoethyl)-3,4-bis((4-methoxybenzyl)oxy)benzamide N(N)C(CNC(C1=CC(=C(C=C1)OCC1=CC=C(C=C1)OC)OCC1=CC=C(C=C1)OC)=O)=O